C1(=CC=CC=C1)C=1C=C(C=CC1)[N+](=O)[O-] m-phenyl-nitrobenzene